FC=1C=C(C=CC1OC)C1=CN=C2N1C=CN=C2NC2=CC(=C(C(=O)NCC1COCC1)C=C2)C 4-((3-(3-fluoro-4-methoxyphenyl)imidazo[1,2-a]pyrazin-8-yl)amino)-2-methyl-N-((tetra-hydrofuran-3-yl)methyl)benzamide